NCCS(=O)(=O)OC([C@@H](NC)C)=O.[Na] sodium methylalanyl taurate